N-(2,3-difluoro-4-(2-(((3S,5S)-5-fluoropiperidin-3-yl)amino)-8-isopropyl-7-oxo-7,8-dihydropyrido[2,3-d]pyrimidin-6-yl)phenyl)-1-phenylmethanesulfonamide FC1=C(C=CC(=C1F)C1=CC2=C(N=C(N=C2)N[C@@H]2CNC[C@H](C2)F)N(C1=O)C(C)C)NS(=O)(=O)CC1=CC=CC=C1